N1(CCNCC1)C1=CC=C2C(=CC=NC2=C1)OCCN1N=CC=CC1=O 2-(2-((7-(piperazin-1-yl)quinolin-4-yl)oxy)ethyl)pyridazin-3(2H)-one